6-aminonaphthalene-1,3-disulfonic acid NC=1C=C2C=C(C=C(C2=CC1)S(=O)(=O)O)S(=O)(=O)O